NCCNC(=O)N1CCN(CC1)C(C1=C(C=C(C=C1)NC=1C=2N(C=CN1)C(=CN2)C=2C(=NN(C2)CCOC)C(F)(F)F)Cl)=O N-(2-aminoethyl)-4-[2-chloro-4-[[3-[1-(2-methoxyethyl)-3-(trifluoromethyl)pyrazol-4-yl]imidazo[1,2-a]pyrazin-8-yl]amino]benzoyl]piperazine-1-carboxamide